tert-butyl (1S,4S)-1-(hydroxymethyl)-2-oxa-5-azabicyclo[2.2.1]heptane-5-carboxylate OC[C@@]12OC[C@@H](N(C1)C(=O)OC(C)(C)C)C2